2-chloro-5,6,7,8-tetrahydroquinolin-5-one ClC1=NC=2CCCC(C2C=C1)=O